BrC1=CC(=CC=2C(N(CCOC21)[C@@H](C)C2=NC=CC(=C2)OC)=O)CN2C(=NC=C2)C (S)-9-bromo-4-(1-(4-methoxypyridin-2-yl)ethyl)-7-((2-methyl-1H-imidazol-1-yl)methyl)-3,4-dihydrobenzo[f][1,4]oxazepin-5(2H)-one